FC1=CC(=NC=C1)NC(=O)C=1C(N(C2=CC=CC=C2C1O)CC(C)C)=O N-(4-fluoropyridin-2-yl)-4-hydroxy-1-isobutyl-2-oxo-1,2-dihydroquinoline-3-carboxamide